ethyl (E)-3-(1-(4-(trifluoromethyl)phenyl)-1,2,3,4-tetrahydro-1,5-naphthyridin-3-yl)acrylate FC(C1=CC=C(C=C1)N1CC(CC2=NC=CC=C12)/C=C/C(=O)OCC)(F)F